beta-methylenepyridin-2-ethanol C=C(CO)C1=NC=CC=C1